C(C)(C)(C)OC(=O)N1CCC(CC1)CC1=CC(=CC=C1)N(C)C1=C(C=C(C=C1)C)Cl.ClC1=NC=C(N=C1)C=1C=NC(=CC1)OC(CC)C(F)F 2-chloro-5-[6-[1-(difluoromethyl)propoxy]-3-pyridyl]pyrazine tert-Butyl-4-(3-((2-chloro-4-methylphenyl)(methyl)amino)benzyl)piperidine-1-carboxylate